C(C1=CC=CC=C1)NC=1NC(C=2NC=NC2N1)=O N-benzylguanine